(S)-4-((6R,7R)-7-(6-amino-4-methyl-3-(trifluoromethyl)pyridin-2-yl)-6-methyl-2-(((S)-1-methylpyrrolidin-2-yl)methoxy)-5,6,7,8-tetrahydroquinazolin-4-yl)-3-methylpiperazine NC1=CC(=C(C(=N1)[C@H]1[C@@H](CC=2C(=NC(=NC2C1)OC[C@H]1N(CCC1)C)N1[C@H](CNCC1)C)C)C(F)(F)F)C